C(C1=CC=CC=C1)C1N(CCCCC1=O)C(=O)OC(C)(C)C tert-Butyl 2-benzyl-3-oxoazepane-1-carboxylate